4-fluoro-6-[2-(2-hydroxypropan-2-yl)azetidin-1-yl]-1-benzofuran-2-carboxylic acid FC1=CC(=CC2=C1C=C(O2)C(=O)O)N2C(CC2)C(C)(C)O